C(C=C)OC(C(F)(F)F)C(F)(F)F 2-allyloxy-1,1,1,3,3,3-hexafluoropropane